cyclohexene-dicarboxylate C1(C=CCCC1)(C(=O)[O-])C(=O)[O-]